(1r,3S)-N-((S)-1-(4-((2-chloro-7-((S)-1-methoxyethyl)-[1,2,4]triazolo[1,5-a]pyrimidin-6-yl)amino)phenyl)-2,2,2-trifluoroethyl)-3-cyano-N-methylcyclobutane-1-carboxamide ClC1=NN2C(N=CC(=C2[C@H](C)OC)NC2=CC=C(C=C2)[C@H](C(F)(F)F)N(C(=O)C2CC(C2)C#N)C)=N1